FC1=CC=C(C=C1)C1=NN2C(CN(CC2)C2CCN(CC2)C)=C1C1=NC(=NC=C1)N 4-(2-(4-fluorophenyl)-5-(1-methylpiperidin-4-yl)-4,5,6,7-tetrahydropyrazolo[1,5-a]pyrazin-3-yl)pyrimidin-2-amine